2-(1-benzylpiperidin-4-yl)ethyl 4-(3,4,5-trifluorophenyl)piperazine-1-carboxylate FC=1C=C(C=C(C1F)F)N1CCN(CC1)C(=O)OCCC1CCN(CC1)CC1=CC=CC=C1